CN(C=CCCCCCCCCCCCCCCCCCCC)C dimethyl-(heneicosenyl)amine